(R)-1-(4-(3,4-DIMETHYL-2-OXOIMIDAZOLIDIN-1-YL)PYRIDIN-2-YL)-N-(1-METHYL-1H-INDAZOL-7-YL)-1H-PYRAZOLE-4-SULFONAMIDE CN1C(N(C[C@H]1C)C1=CC(=NC=C1)N1N=CC(=C1)S(=O)(=O)NC=1C=CC=C2C=NN(C12)C)=O